BrC1=C(C=CC=C1)C(C(=O)O)F (2-bromophenyl)-2-fluoro-acetic acid